CC1=C(C(=O)P(OCCC2=CC=CC=C2)=O)C(=CC(=C1)C)C 2,4,6-Trimethylbenzoylphenylethoxyphosphine oxide